C1(CCCCC1)CN1CCC2(C(CN(C2)CCC2=CC=CC=C2)C(=O)OC)CC1 Methyl 8-(cyclohexylmethyl)-2-phenethyl-2,8-diazaspiro[4.5]decane-4-carboxylate